4-(2-acryloyl-1-methyl-1,2,3,4-tetrahydroisoquinolin-5-yl)-3,5-difluoro-2-methyl-1H-indole-7-carboxamide C(C=C)(=O)N1C(C2=CC=CC(=C2CC1)C1=C2C(=C(NC2=C(C=C1F)C(=O)N)C)F)C